3-((4-Methoxyphenyl)amino)propanoic acid COC1=CC=C(C=C1)NCCC(=O)O